FC=1C=C2C(=NC=3N(C2=CC1)C(=NN3)C)N3CCCC1=C(C=C(C=C31)F)C#CC(C(F)(F)F)(C)C 7-fluoro-5-(7-fluoro-5-(4,4,4-trifluoro-3,3-dimethylbut-1-yn-1-yl)-3,4-dihydroquinolin-1(2H)-yl)-1-methyl-[1,2,4]triazolo[4,3-a]quinazoline